CC1=NOC(=C1C1=CC2=C(N(C(=N2)[C@@]2(N(C(CC2)=O)C2=CC=C(C#N)C=C2)C)C2CCC(CC2)OC)C=C1)C 4-((R)-2-(5-(3,5-dimethylisoxazol-4-yl)-1-((1R,4R)-4-methoxycyclohexyl)-1H-benzo[d]imidazol-2-yl)-2-methyl-5-oxopyrrolidin-1-yl)benzonitrile